5-((((3'-chloro-2'-(2-fluoro-3-((3-fluoro-4-((((5-oxopyrrolidin-2-yl)methyl)amino)methyl)pyridin-2-yl)amino)phenyl)-6-methoxy-[2,4'-bipyridin]-5-yl)methyl)amino)methyl)pyrrolidin-2-one ClC=1C(=NC=CC1C1=NC(=C(C=C1)CNCC1CCC(N1)=O)OC)C1=C(C(=CC=C1)NC1=NC=CC(=C1F)CNCC1NC(CC1)=O)F